ClC1=C(C=CC(=C1)Cl)C(CN1C=NN=C1)=O 1-(2,4-dichlorophenyl)-2-(4H-1,2,4-triazol-4-yl)ethanone